The molecule is a cyclic tetrapyrrole anion obtained by deprotonation of the four carboxy groups of coproporphyrin III; major species at pH 7.3. It is a conjugate base of a coproporphyrin III. CC1=C(C2=CC3=C(C(=C(N3)C=C4C(=C(C(=N4)C=C5C(=C(C(=N5)C=C1N2)C)CCC(=O)[O-])C)CCC(=O)[O-])C)CCC(=O)[O-])CCC(=O)[O-]